N-(4-(1-(3,4-dichlorobenzoyl)-3-methyl-1,2,3,6-tetrahydropyridin-4-yl)-1H-pyrrolo[2,3-b]pyridin-6-yl)cyclopropylcarboxamide ClC=1C=C(C(=O)N2CC(C(=CC2)C2=C3C(=NC(=C2)NC(=O)C2CC2)NC=C3)C)C=CC1Cl